6-(1H-pyrazol-1-yl)-1,3,5-triazine N1(N=CC=C1)C1=NC=NC=N1